1-(2-methoxypropyl)-1,2,4-triazole COC(CN1N=CN=C1)C